(2S)-2-(tert-butoxycarbonylamino)-3-(4-tert-butoxyphenyl)propionic acid C(C)(C)(C)OC(=O)N[C@H](C(=O)O)CC1=CC=C(C=C1)OC(C)(C)C